(3'S,SR,7'R)-12'-(benzyloxy)-N-(2,4-difluorobenzyl)-3,3'-dimethyl-1',11'-dioxo-1',11'-dihydro-3'H,4H,7'H-spiro[isoxazole-5,6'-[2,7]methanopyrido[1,2-a][1,4]diazonine]-10'-carboxamide C(C1=CC=CC=C1)OC=1C(C(=CN2C1C(N1[C@H](C=C[C@]3([C@H]2C1)CC(=NO3)C)C)=O)C(=O)NCC3=C(C=C(C=C3)F)F)=O |&1:19|